2,4-dichloro-N-methoxy-N-methylpyrimidine-5-carboxamide ClC1=NC=C(C(=N1)Cl)C(=O)N(C)OC